C1(CC1)C1=NNC(=C1)NC1=CC2=C(C(=NO2)NS(=O)(=O)C2=C(C=C(C=C2OC)C2NCCCC2)OC)C=C1OC N-{6-[(3-cyclopropyl-1H-pyrazol-5-yl)amino]-5-methoxy-1,2-benzoxazol-3-yl}-2,6-dimethoxy-4-(piperidin-2-yl)benzene-1-sulfonamide